N1=CN=CC2=C1N(C=C2)C[C@@]2(C[C@]1(CC(N(C1)C1=NC=C(N=C1)C(C)(C)O)=O)CCC2)C (5S,7S)-7-((7H-pyrrolo[2,3-d]pyrimidin-7-yl)methyl)-2-(5-(2-hydroxypropan-2-yl)pyrazin-2-yl)-7-methyl-2-azaspiro[4.5]decan-3-one